8,8-difluoro-2-(methyl-d3)-2,6-diazaspiro[3.4]octane FC1(CNCC12CN(C2)C([2H])([2H])[2H])F